tert-butyl 3-[4-[8-[(2S,3R)-3-tert-butoxycarbonyloxy-2-methyl-azetidin-1-yl]-5-methyl-3-(trifluoromethyl)imidazo[1,2-a]pyrazin-6-yl]pyrazol-1-yl]azetidine-1-carboxylate C(C)(C)(C)OC(=O)O[C@H]1[C@@H](N(C1)C=1C=2N(C(=C(N1)C=1C=NN(C1)C1CN(C1)C(=O)OC(C)(C)C)C)C(=CN2)C(F)(F)F)C